4-(benzyloxy)-2-(2,6-dioxopiperidin-3-yl)isoindoline-1,3-dione C(C1=CC=CC=C1)OC1=C2C(N(C(C2=CC=C1)=O)C1C(NC(CC1)=O)=O)=O